C(C1=CC=CC=C1)O[C@H]1C[C@@H]2COC3=C(C(N2C1)=O)C(=C(C(=C3)C)Cl)O (2S,11aR)-2-(Benzyloxy)-7-chloro-6-hydroxy-8-methyl-2,3,11,11a-tetrahydro-1H,5H-benzo[f]pyrrolo[2,1-c][1,4]oxazepin-5-one